C(C)N(CCS)CC 2-(diethylamino)ethane-1-thiol